(1R,4s)-4-(2-((S)-1-methoxypropan-2-ylamino)-8-(2,4,6-trichlorophenylamino)-9H-purin-9-yl)cyclohexanecarboxamide COC[C@H](C)NC1=NC=C2N=C(N(C2=N1)C1CCC(CC1)C(=O)N)NC1=C(C=C(C=C1Cl)Cl)Cl